O=C[C@H](O)[C@H](O)[C@H](O)C(=O)OCCC propyl riburonate